C(=C\CCCC)/C1CCC(O1)=O 5-[(E)-hex-1-enyl]oxacyclopentane-2-one